7-methyl-1-pyreneformaldehyde CC=1C=C2C=CC3=CC=C(C4=CC=C(C1)C2=C43)C=O